ditertbutyl oxalate C(C(=O)OC(C)(C)C)(=O)OC(C)(C)C